CC1=NC(=CC=C1C1=CN=C2C(=N1)N(C(CN2)=O)CCN2CCOCC2)C2=NN=CN2 7-(2-methyl-6-(4H-1,2,4-triazol-3-yl)pyridin-3-yl)-1-(2-morpholinoethyl)-3,4-dihydropyrazino[2,3-b]pyrazin-2(1H)-one